2,4-bistrifluoromethylbenzylamine FC(C1=C(CN)C=CC(=C1)C(F)(F)F)(F)F